C(CCCCCCC\C=C/CCCCCCCC)(=O)N(CCNCC(=O)O)CCO.[Na] sodium N-oleoyl-N-hydroxyethyl-N'-carboxymethylethylenediamine